FC(C1=NN(C(=C1)Cl)C)F 3-(difluoromethyl)-5-chloro-1-methyl-1H-pyrazole